N1(C=NC=C1)C1=CC=C(C=C1)C(C)=O 1-[4-(1H-imidazol-1-yl)phenyl]ethanone